ClC=1C=CC=2C3=C(C(N(C2C1)C1=CC=CC=C1)=O)N=C(N3C)CCl 7-chloro-2-(chloromethyl)-1-methyl-5-phenyl-1,5-dihydro-4H-imidazo[4,5-c]quinolin-4-one